Caffeylalcohol C(\C=C\C1=CC(O)=C(O)C=C1)O